bis(4-bromo-3-methylphenoxy)propane BrC1=C(C=C(OC(C)(C)OC2=CC(=C(C=C2)Br)C)C=C1)C